O[C@@]1([C@H](CCC1)N1C(C(=CC2=C1N=C(N=C2)NC2CCN(CC2)S(=O)(=O)C)C([2H])([2H])[2H])=O)C([2H])([2H])[2H] (+)-8-((1S,2S)-2-hydroxy-2-(methyl-d3)cyclopentyl)-6-(methyl-d3)-2-((1-(methylsulfonyl)piperidin-4-yl)amino)pyrido[2,3-d]pyrimidin-7(8H)-one